Bis([trimethylsilyl]methyl)zirconium C[Si](C)(C)C[Zr]C[Si](C)(C)C